tert-butyl ((5-(2-amino-4-(ethoxy(propyl)carbamoyl)-3H-benzo[b]azepin-8-yl)pyridin-3-yl)methyl)carbamate NC=1CC(=CC2=C(N1)C=C(C=C2)C=2C=C(C=NC2)CNC(OC(C)(C)C)=O)C(N(CCC)OCC)=O